(2-(3-(2-(Methylamino)-2-oxoethoxy)-6-nitro-2-oxoquinolin-1(2H)-yl)ethyl)carbamic acid tert-butyl ester C(C)(C)(C)OC(NCCN1C(C(=CC2=CC(=CC=C12)[N+](=O)[O-])OCC(=O)NC)=O)=O